N1[C@@H](CC1)CN1C=C(C2=CC=C(C=C12)C=1C=NNC1OC)C(=O)C1COC2=CC=C(C=C2C1)Cl (1-(((S)-Azetidin-2-yl)methyl)-6-(5-methoxy-1H-pyrazol-4-yl)-1H-indol-3-yl)(6-chlorochroman-3-yl)methanone